(E)-7-(6-(2-(5-cyclopropyl-3-(2,6-dichlorophenyl)isoxazol-4-yl)vinyl)-3-azabicyclo[3.1.0]hex-3-yl)cinnoline-3-carboxylic acid C1(CC1)C1=C(C(=NO1)C1=C(C=CC=C1Cl)Cl)/C=C/C1C2CN(CC12)C1=CC=C2C=C(N=NC2=C1)C(=O)O